1-({5-[({bicyclo[1.1.1]-pentan-1-yl}amino)methyl]-2-methoxyphenyl}-methyl)-N7-butyl-1H-pyrazolo[4,3-d]pyrimidine-5,7-diamine C12(CC(C1)C2)NCC=2C=CC(=C(C2)CN2N=CC=1N=C(N=C(C12)NCCCC)N)OC